C(C1=CC=C(C=C1)OC)(=O)[O-] p-anisate